(±)-tert-butyl-4-(2-oxa-7-azaspiro[3.5]nonan-6-yl)benzoate C(C)(C)(C)OC(C1=CC=C(C=C1)[C@H]1CC2(COC2)CCN1)=O |r|